4,4'-diaminobenzenecarboxanilide NC1=CC=C(C=C1)C(=O)NC1=CC=C(C=C1)N